2-isopropoxybenzoic acid methyl ester COC(C1=C(C=CC=C1)OC(C)C)=O